N[C@@H](CNC1=NC(=C2C(=N1)N(N=C2)C)NC2CC21CC1)C1=CC=CC=C1 N6-[(2R)-2-amino-2-phenyl-ethyl]-1-methyl-N4-spiro[2.2]pentan-2-yl-pyrazolo[3,4-d]pyrimidine-4,6-diamine